N[C@@H]1C[C@H](CC1)C(=O)N1CCC(CC1)N1N=CC(=C1)C=1C=C(C=2N(C1)N=CC2C#N)OC 6-(1-(1-((1S,3S)-3-aminocyclopentane-1-carbonyl)piperidin-4-yl)-1H-pyrazol-4-yl)-4-methoxypyrazolo[1,5-a]pyridine-3-carbonitrile